ClC1=C(C(=CC=C1)O)C1=C(C2=C(CN3[C@@H](CO2)CN(CC3)C(=O)OC(C)(C)C)C=C1C#C[Si](C)(C)C)C tert-butyl (12aR)-9-(2-chloro-6-hydroxyphenyl)-10-methyl-8-[(trimethylsilyl) ethynyl]-3,4,12,12a-tetrahydro-6H-pyrazino[2,1-c][1,4]benzoxazepine-2(1H)-carboxylate